tert-butyl (S)-6-(6-(2-(4-(4-chlorophenyl)-2,3,9-trimethyl-6H-thieno[3,2-f][1,2,4]triazolo[4,3-a][1,4]diazepin-6-yl)acetamido)hexanamido)hexanoate ClC1=CC=C(C=C1)C1=N[C@H](C=2N(C3=C1C(=C(S3)C)C)C(=NN2)C)CC(=O)NCCCCCC(=O)NCCCCCC(=O)OC(C)(C)C